gamma-methacryloyl-propoxytrimethoxysilane C(C(=C)C)(=O)CCCO[Si](OC)(OC)OC